COC=1C=C2C=CC(NC2=CC1C)=O 6-methoxy-7-methylquinolin-2(1H)-one